C(C)NC(=O)NC1=CC=C(C=C1)C1=CN=C2N1C=C(C=C2C)C2=NN=CN2C2=CC(=C(C=C2)F)OC 1-ethyl-3-[4-[6-[4-(4-fluoro-3-methoxy-phenyl)-1,2,4-triazol-3-yl]-8-methyl-imidazo[1,2-a]pyridin-3-yl]phenyl]urea